(1R,4R)-5-(8-((1,3-dimethyl-1H-pyrazol-5-yl)sulfonyl)-8-azaspiro[4.5]decan-2-yl)-2-oxa-5-azabicyclo[2.2.1]heptane CN1N=C(C=C1S(=O)(=O)N1CCC2(CCC(C2)N2[C@H]3CO[C@@H](C2)C3)CC1)C